C(C1CO1)(=O)OCCC1=CC=CC=C1 phenylethyl glycidate